methyl-4-[(1-methylcyclopropyl)amino]-N-(2-methylpyridin-3-yl)furo[2,3-d]pyrimidine-5-carboxamide CC=1N=C(C2=C(N1)OC=C2C(=O)NC=2C(=NC=CC2)C)NC2(CC2)C